ClC=1C(=NC(=NC1)NC=1C=C(C=NC1)N1C(C2(CC1)CCN(CC2)CC2CCN(CC2)C(=O)OC(C)(C)C)=O)C2=CC=C(C=C2)Cl tert-butyl 4-((2-(5-((5-chloro-4-(4-chlorophenyl)pyrimidin-2-yl)amino)pyridin-3-yl)-1-oxo-2,8-diazaspiro[4.5]decan-8-yl)methyl)piperidine-1-carboxylate